CC(C)(C)C=1C(=NC=C(C1)B1OC(C(O1)(C)C)(C)C)C 3-(1,1-Dimethyleth-yl)-2-methyl-5-(4,4,5,5-tetramethyl-1,3,2-dioxaborolan-2-yl)-pyridine